Z-lysinate N[C@@H](CCCCN)C(=O)[O-]